Bicyclo[4.3.0]nonen C12=CCCCC2CCC1